racemic-3-(5-fluoroisoquinolin-4-yl)-6-(trifluoromethyl)-5,6,7,8-tetrahydroquinazoline-2,4(1H,3H)-dione FC1=C2C(=CN=CC2=CC=C1)N1C(NC=2CC[C@H](CC2C1=O)C(F)(F)F)=O |r|